Cl.COC1=C(C=C(CNC(=N)N)C=C1)C(F)(F)F 1-(4-methoxy-3-trifluoromethylbenzyl)guanidine hydrochloride